9-ethyl-N-(4-(ethylsulfonyl)phenyl)-9H-carbazole-3-carboxamide C(C)N1C2=CC=CC=C2C=2C=C(C=CC12)C(=O)NC1=CC=C(C=C1)S(=O)(=O)CC